ethyl (4-amino-3-methylphenoxy)acetate NC1=C(C=C(OCC(=O)OCC)C=C1)C